methyl N-[4-[6-[methyl(4-pyridyl)carbamoyl]imidazo[1,2-a]pyridin-3-yl]phenyl]carbamate CN(C(=O)C=1C=CC=2N(C1)C(=CN2)C2=CC=C(C=C2)NC(OC)=O)C2=CC=NC=C2